(R)-5-(2-(2-(1-Acetylpiperidin-3-yl)acetamido)-5-chloropyridin-4-yl)-2,2-dimethyl-2,3-dihydro-1H-pyrrolizine-7-carboxamide C(C)(=O)N1C[C@H](CCC1)CC(=O)NC1=NC=C(C(=C1)C=1N2CC(CC2=C(C1)C(=O)N)(C)C)Cl